C(C)(C)(C)OC([C@@H](NC(CNC(CNC(=O)OCC1C2=CC=CC=C2C=2C=CC=CC12)=O)=O)CC1=CC=CC=C1)=O ((9H-fluoren-9-yl)methoxycarbonyl)glycylglycyl-L-phenylalanine tert-butyl ester